FC(C1=CC=CC=2NC=NC21)(F)F 4-(trifluoromethyl)-1H-benzimidazole